(R)-N-(2,4-dimethoxybenzyl)-2-fluoro-4-(3-(methyl((1-methylazetidin-3-yl)methyl)amino)-3-(3-(trifluoro-methyl)phenethyl)piperidin-1-yl)-N-(pyrimidin-4-yl)benzenesulfonamide COC1=C(CN(S(=O)(=O)C2=C(C=C(C=C2)N2C[C@](CCC2)(CCC2=CC(=CC=C2)C(F)(F)F)N(CC2CN(C2)C)C)F)C2=NC=NC=C2)C=CC(=C1)OC